O[C@H](COC=1C=C(C=CC1)S(=O)(=O)NC)CN[C@H]1COC2(C1)CCN(CC2)S(=O)(=O)C=2C=C1C(=NC2)N(C(N1)=O)C 3-((S)-2-hydroxy-3-((R)-8-(3-methyl-2-oxo-2,3-dihydro-1H-imidazo[4,5-b]pyridin-6-ylsulfonyl)-1-oxa-8-azaspiro[4.5]decan-3-ylamino)propoxy)-N-methylbenzenesulfonamide